BrC1=CN=C2N1N=C(C=C2)C2=NC(=CC=C2)O[C@H](CN2N=NN=C2)C 2-{3-bromoimidazo[1,2-b]pyridazin-6-yl}-6-{[(2S)-1-(1H-tetrazol-1-yl)propan-2-yl]oxy}pyridine